OC(CCC1=NN=C(S1)C=1C(=CC(=NC1)C1=CC=C2N1N=CC(=C2)C#N)NC(C)C)(C)C 7-(5-(5-(3-hydroxy-3-methylbutyl)-1,3,4-thiadiazol-2-yl)-4-(isopropylamino)pyridin-2-yl)pyrrolo[1,2-b]pyridazine-3-carbonitrile